tert-butyl 4-{[(6R)-2,2-difluoro-6-[2-methanesulfonamido-4-(methoxycarbonyl)phenyl]-7-azaspiro[3.5]nonan-7-yl]methyl}-5-methoxy-7-methylindole-1-carboxylate FC1(CC2(C1)C[C@@H](N(CC2)CC2=C1C=CN(C1=C(C=C2OC)C)C(=O)OC(C)(C)C)C2=C(C=C(C=C2)C(=O)OC)NS(=O)(=O)C)F